Tert-butyl 4-(4-bromo-5-(3-((3S,4R)-4-(3,4-difluorophenyl)-1-(2-methoxyethyl)pyrrolidin-3-yl)ureido)-1-phenyl-1H-pyrazol-3-yl)piperidine-1-carboxylate BrC=1C(=NN(C1NC(=O)N[C@@H]1CN(C[C@H]1C1=CC(=C(C=C1)F)F)CCOC)C1=CC=CC=C1)C1CCN(CC1)C(=O)OC(C)(C)C